BrC1=C(NC(C2=CC=C(C=C12)Cl)=O)C1=CC=CC=C1 4-bromo-6-chloro-3-phenylisoquinolin-1(2H)-one